ethyl 2-[prop-2-ynoyl-[(2RS)-2-cyclohexyl-2-phenyl-ethyl]amino]acetate C(C#C)(=O)N(CC(=O)OCC)C[C@@H](C1=CC=CC=C1)C1CCCCC1 |r|